C(C)(C)(C)[Si](C1=CC=CC=C1)(C1=CC=CC=C1)OCC1CCC(CC1)S(=O)(=O)C1=CC(=C(C=C1)[N+](=O)[O-])C Tert-butyl-[[4-(3-methyl-4-nitro-phenyl)sulfonylcyclohexyl]methoxy]-diphenyl-silane